FC=1C(=NC=NC1F)N1[C@H](COCC1)C1=CC=C(C=C1)OC(F)(F)F (S)-4-(5,6-difluoropyrimidin-4-yl)-3-(4-(trifluoromethoxy)phenyl)morpholine